C(=C)SC=1SC2=C(N1)C=CC(=C2)OC 2-vinylthio-6-methoxybenzothiazole